3-(9-((4-(aminomethyl)-2-methylphenyl)carbamoyl)-4,5-dihydrobenzo[b]thieno[2,3-d]oxepin-8-yl)-6-(bicyclo[2.2.2]octan-1-ylcarbamoyl)picolinic acid NCC1=CC(=C(C=C1)NC(=O)C1=CC2=C(OCCC3=C2SC=C3)C=C1C=1C(=NC(=CC1)C(NC13CCC(CC1)CC3)=O)C(=O)O)C